6-((1H-pyrazol-4-yl)sulfonyl)-2-((3-fluoro-6-methoxypyridin-2-yl)methyl)phthalazin-1(2H)-one N1N=CC(=C1)S(=O)(=O)C=1C=C2C=NN(C(C2=CC1)=O)CC1=NC(=CC=C1F)OC